1,10-decandiamine C(CCCCCCCCCN)N